5-cyclooctyl-7-oxo-bicyclo[2.2.1]Hept-2-ene C1(CCCCCCC1)C1C2C=CC(C1)C2=O